benzyl (S)-2-(2-((((9H-fluoren-9-yl)methoxy)carbonyl)amino)-3-(hexylamino)-3-oxopropyl)benzo[d]oxazole-5-carboxylate C1=CC=CC=2C3=CC=CC=C3C(C12)COC(=O)N[C@@H](CC=1OC2=C(N1)C=C(C=C2)C(=O)OCC2=CC=CC=C2)C(=O)NCCCCCC